3-(((3-(dimethylamino)propoxy)carbonyl)oxy)-13-(octanoyloxy)tridecyl-5-heptyldodecanoate CN(CCCOC(=O)OC(CCOC(CCCC(CCCCCCC)CCCCCCC)=O)CCCCCCCCCCOC(CCCCCCC)=O)C